(R)-2-amino-3-(3-(5-ethylisoxazol-4-yl)benzamido)propanoic acid N[C@@H](C(=O)O)CNC(C1=CC(=CC=C1)C=1C=NOC1CC)=O